N-((6-Aminopyridin-2-yl)sulfonyl)-6-(tert-butyl)-2-(3-cyclopropyl-2,2-dimethylpyrrolidin-1-yl)nicotinamid NC1=CC=CC(=N1)S(=O)(=O)NC(C1=C(N=C(C=C1)C(C)(C)C)N1C(C(CC1)C1CC1)(C)C)=O